2-((1-acetylpiperidin-4-yl)methoxy)-N-cyclopropyl-5-(isoindolin-2-ylmethyl)benzenesulfonamide C(C)(=O)N1CCC(CC1)COC1=C(C=C(C=C1)CN1CC2=CC=CC=C2C1)S(=O)(=O)NC1CC1